9-ethyl-6-hydroxy-8-(hydroxymethyl)-3-methyl-3,9-dihydro-2H-purin-2-one C(C)N1C=2N(C(N=C(C2N=C1CO)O)=O)C